CC1=CC=CC(N1CC1=CC=C(C=C1)C1=NOC(=N1)C(F)(F)F)=O 6-methyl-1-[[4-[5-(trifluoromethyl)-1,2,4-oxadiazol-3-yl]phenyl]methyl]pyridin-2-one